(R)-N-ethyl-N-(2,2,2-trifluoro-1-(4-(trifluoromethyl)phenyl)ethyl)-[1,2,4]triazolo[1,5-a]pyridine-7-sulfonamide C(C)N(S(=O)(=O)C1=CC=2N(C=C1)N=CN2)[C@@H](C(F)(F)F)C2=CC=C(C=C2)C(F)(F)F